1-(tert-butyl)-4-methyl-1H-pyrazol-5-amine C(C)(C)(C)N1N=CC(=C1N)C